3-((2-(trifluoromethyl)phenoxy)methyl)piperidine FC(C1=C(OCC2CNCCC2)C=CC=C1)(F)F